C[C@@H]1CC[C@H](N(C1)C(C(=O)NC=1C=C(C=NC1)C(=O)N)=O)C1=CC=C(C=C1)NCC(F)(F)F 5-[[2-[(2S,5R)-5-methyl-2-[4-(2,2,2-trifluoroethylamino)phenyl]-1-piperidyl]-2-oxo-acetyl]amino]pyridine-3-carboxamide